ClC1=CC(=CC2=C1C(CO2)NC)C(F)(F)F 4-chloro-N-methyl-6-(trifluoromethyl)-2,3-dihydrobenzofuran-3-amine